ethyl-p-trifluoromethylbenzylsulfonamide C(C)NS(=O)(=O)CC1=CC=C(C=C1)C(F)(F)F